C1(=CC=CC=C1)CC[C@@H](CC[C@@H]1[C@H]([C@H](C[C@H]1O[Si](C(C)C)(C(C)C)C(C)C)O[Si](C(C)C)(C(C)C)C(C)C)C\C=C/CCCC(=O)OC)O[Si](C(C)C)(C(C)C)C(C)C (Z)-methyl 7-((1R,2R,3R,5S)-2-((R)-5-phenyl-3-(triisopropylsilyloxy)pentyl)-3,5-bis(triisopropylsilyloxy)cyclopentyl)hept-5-enoate